(7R,8aS)-7-(2,3-dichloro-6-hydroxyphenyl)-2-[(3S)-morpholin-3-ylmethyl]-hexahydropyrrolo[1,2-a]pyrazin-4-one ClC1=C(C(=CC=C1Cl)O)[C@H]1C[C@@H]2N(C(CN(C2)C[C@@H]2NCCOC2)=O)C1